4-methoxyphenylethylamine p-chlorobenzenesulfonate ClC1=CC=C(C=C1)S(=O)(=O)O.COC1=CC=C(C=C1)CCN